N-(4-((methylamino)methyl)phenyl)-4-(1H-pyrrolo[2,3-b]pyridin-5-yl)benzamide CNCC1=CC=C(C=C1)NC(C1=CC=C(C=C1)C=1C=C2C(=NC1)NC=C2)=O